F[C@@H]1[C@@H](C1)C1=NC(=NO1)C1(CCN(CC1)C(=O)N[C@@H]1[C@@H](CCC[C@H]1N1CCN(CC1)C(C)C)F)C 4-{5-[(1S,2S)-2-fluorocyclopropyl]-1,2,4-oxadiazol-3-yl}-N-{(1S,2R,6R)-2-fluoro-6-{4-(propan-2-yl)piperazin-1-yl}cyclohexyl}-4-methylpiperidine-1-carboxamide